zirconium cobalt iron nickel boron [B].[Ni].[Fe].[Co].[Zr]